2-bromo-1,3,5-triethylbenzene BrC1=C(C=C(C=C1CC)CC)CC